BrC=1C=CC(=C2N=C(C(=NC12)C)OC)N1C[C@H](N([C@H](C1)C)C(=O)OC(C)(C)C)C tert-butyl (2R,6S)-4-(8-bromo-3-methoxy-2-methylquinoxalin-5-yl)-2,6-dimethylpiperazine-1-carboxylate